ClC=1C=C(C=C(C1F)Cl)C(C1=NOC(=N1)CC(C(=O)OC(C)(C)C)=C)(F)F tert-butyl 2-((3-((3,5-dichloro-4-fluorophenyl)difluoromethyl)-1,2,4-oxadiazol-5-yl)methyl)acrylate